(1r,4r)-4-(7-(diphenylmethyleneamino)-5-methyl-2-oxo-1,2-dihydroquinazolin-3(4H)-yl)-N-(3-methoxy-4-methylphenyl)cyclohexanecarboxamide C1(=CC=CC=C1)C(C1=CC=CC=C1)=NC1=CC(=C2CN(C(NC2=C1)=O)C1CCC(CC1)C(=O)NC1=CC(=C(C=C1)C)OC)C